(5R,9R)-5,9-dimethyloctadecane C[C@H](CCCC)CCC[C@@H](CCCCCCCCC)C